NCCCCCCN1C(=CC=C1)C(=O)NCC1=CC=NC=C1 1-(6-aminohexyl)-N-(pyridin-4-ylmethyl)-1H-pyrrole-2-carboxamide